O1N=C(CC12CCOCC2)C[C@@H]2[C@@H]([C@H]([C@H]([C@H](O2)CO)O)N2N=NC(=C2)C2=C(C(=C(C=C2)C)F)F)OC (2R,3R,4S,5R,6R)-6-((1,8-dioxa-2-azaspiro[4.5]dec-2-en-3-yl)methyl)-4-(4-(2,3-difluoro-4-methylphenyl)-1H-1,2,3-triazol-1-yl)-2-(hydroxymethyl)-5-methoxytetrahydro-2H-pyran-3-ol